C1CN(CCC12CCNCC2)[C@H](C)C2CCN(CC2)C2=CC=C1C(=NN(C1=C2)C)C2C(NC(CC2)=O)=O 3-(6-(4-((R)-1-(3,9-diazaspiro[5.5]undecan-3-yl)ethyl)piperidin-1-yl)-1-methyl-1H-indazol-3-yl)piperidine-2,6-dione